3-amino-6-methyl-1-(2,2,2-trifluoroethyl)-5-(2,3,5-trifluorophenyl)piperidin-2-one hydrochloride Cl.NC1C(N(C(C(C1)C1=C(C(=CC(=C1)F)F)F)C)CC(F)(F)F)=O